(R,E)-5,5-dimethyl-4-phenyl-3-(3-(2-(trifluoromethyl)phenyl)acryloyl)oxazolidin-2-one CC1([C@H](N(C(O1)=O)C(\C=C\C1=C(C=CC=C1)C(F)(F)F)=O)C1=CC=CC=C1)C